FC1=C(C=C2CN(C(C2=C1)=O)C1C(NC(CC1)=O)=O)CN1CCN(CC1)C1=CC=C(C=C1)[C@@H]1[C@@H](COC2=CC(=CC=C12)O)C1=CC=CC=C1 3-(6-fluoro-5-((4-(4-((3R,4S)-7-hydroxy-3-phenylchroman-4-yl)phenyl)piperazin-1-yl)methyl)-1-oxoisoindolin-2-yl)piperidine-2,6-dione